n-heptyl propionate CCCCCCCOC(=O)CC